C(CCC)OC(=O)N1CCN(CC1)C1=CC=C(C=C1)C(=O)N1CCC(CC1)CCCCN1C(C=2C(C1=O)=CC=CC2)=O butyl-4-(4-(4-(4-phthalimidylbutyl)piperidine-1-carbonyl)phenyl)piperazine-1-carboxylate